CC1=NC(=NC(=C1)C)SSC1=NC(=CC(=N1)C)C 1,2-bis(4,6-dimethylpyrimidin-2-yl)disulfane